C1(=CC(=CC=C1)N1N=CC2=CC=C(C=C12)NC(=O)C1CNC1)C N-(1-(m-tolyl)-1H-indazol-6-yl)azetidine-3-carboxamide